2-(2-methyl-oxiran-2-yl)-5-nitropyridine CC1(OC1)C1=NC=C(C=C1)[N+](=O)[O-]